C(C1=CC=CC=C1)SC1=C(N=C(S1)N1C(N(CCC1)C1=CC=C(C=C1)C1=C(C=CC(=C1)F)F)=O)C(=O)OC methyl 5-(benzylthio)-2-(3-(2',5'-difluoro-[1,1'-biphenyl]-4-yl)-2-oxotetrahydropyrimidin-1(2H)-yl)thiazole-4-carboxylate